5-(5-((E)-((1R,5S)-9-azabicyclo[3.3.1]nonan-3-ylidene)methyl)pyrazin-2-yl)-2-(1H-imidazol-1-yl)pyridin-4-ol [C@H]12CC(C[C@H](CCC1)N2)=CC=2N=CC(=NC2)C=2C(=CC(=NC2)N2C=NC=C2)O